tert-butyl N-[(1R)-1-[3-(2-methoxyethoxy)-5-(1-methylpyrazol-4-yl)phenyl]ethyl]carbamate COCCOC=1C=C(C=C(C1)C=1C=NN(C1)C)[C@@H](C)NC(OC(C)(C)C)=O